tert-butyl 4-{6-bromo-4-oxothieno[3,2-d]pyrimidin-3-yl}-3,3-difluoropiperidine-1-carboxylate BrC1=CC=2N=CN(C(C2S1)=O)C1C(CN(CC1)C(=O)OC(C)(C)C)(F)F